7-octenyl-trimethylsilane C(CCCCCC=C)[Si](C)(C)C